4-(7-fluoroimidazo[1,2-a]pyridin-3-yl)-7-((6-(((1R,2S)-2-hydroxycyclopentyl)oxy)pyridin-2-yl)amino)isoindolin-1-one FC1=CC=2N(C=C1)C(=CN2)C2=C1CNC(C1=C(C=C2)NC2=NC(=CC=C2)O[C@H]2[C@H](CCC2)O)=O